vinylimidazole bistrifluoromethanesulfonimide salt [N-](S(=O)(=O)C(F)(F)F)S(=O)(=O)C(F)(F)F.C(=C)C=1NC=CN1